tert-Butyl (3R)-3-[4-[(2,4-dimethoxyphenyl)methylamino]-3-[4-[[4-(trifluoromethyl)-2-pyridyl]carbamoyl]phenyl]pyrazolo[4,3-c]pyridin-1-yl]piperidine-1-carboxylate COC1=C(C=CC(=C1)OC)CNC1=NC=CC2=C1C(=NN2[C@H]2CN(CCC2)C(=O)OC(C)(C)C)C2=CC=C(C=C2)C(NC2=NC=CC(=C2)C(F)(F)F)=O